1-((2R,4aS,4bR,6aS,7S,7aS,8aR,8bR,8cR,10aR)-2-hydroxy-2,6a-dimethyloctadecahydrocyclopenta[4,5]cyclopenta[1,2-a]phenanthren-7-yl)-2-(3-(trifluoromethyl)-1H-pyrazol-1-yl)ethan-1-one O[C@@]1(CC[C@@H]2[C@H]3CC[C@]4(C(C3CCC2C1)[C@H]1[C@@H]([C@@H]4C(CN4N=C(C=C4)C(F)(F)F)=O)CCC1)C)C